3-CHLORO-2-METHOXYPYRIDINE-6-CARBOXALDEHYDE ClC=1C(=NC(=CC1)C=O)OC